4-CHLORO-1-(TRIMETHYLSILYL)-PYRROL-3-YLBORONIC ACID ClC=1C(=CN(C1)[Si](C)(C)C)B(O)O